1-(4-bromophenyl)-2,5-dihydrophosphole 1-oxide BrC1=CC=C(C=C1)P1(CC=CC1)=O